tert-butyl-N-(dibenzo[b,d]thiophen-2-yl)spiro[fluorene-9,8'-indeno[2,1-b]furan]-5'-amine C(C)(C)(C)C1=CC2=C(O1)C1(C=3C=CC(=CC32)NC3=CC2=C(SC4=C2C=CC=C4)C=C3)C3=CC=CC=C3C=3C=CC=CC31